13-Methylheptatriacontane CC(CCCCCCCCCCCC)CCCCCCCCCCCCCCCCCCCCCCCC